CC=1N=CN(C1)C1=CCC2C3CC=C4C[C@H](CC[C@@]4(C3CC[C@]12C)C)NC(C1=CC=C(C=C1)F)=O N-((3S,10R,13S)-17-(4-methyl-1H-imidazol-1-yl)-10,13-dimethyl-2,3,4,7,8,9,10,11,12,13,14,15-Dodecahydro-1H-cyclopenta[a]phenanthrene-3-yl)-4-fluorobenzamide